Cl[Si](CC)(Cl)Cl trichloro(ethyl)silane